C(C)(C)(C)NCCCCCCCCCN N-(tert-butyl)nonane-1,9-diamine